(E)-2-((2-(4-(2-chlorophenyl)thiazol-2-yl)-2-methylhydrazono)methyl)-N-(Ethylsulfonyl)benzamide ClC1=C(C=CC=C1)C=1N=C(SC1)N(\N=C\C1=C(C(=O)NS(=O)(=O)CC)C=CC=C1)C